OC1=CC=C2C\C(\C(C2=C1)=O)=C/C1=CSC=C1 (E)-6-hydroxy-2-(thiophen-3-ylmethylene)-2,3-dihydro-1H-inden-1-one